(tetrahydropyran-2-yl)-2,3-dihydrobenzo[d]thiazole O1C(CCCC1)C1SC2=C(N1)C=CC=C2